OC=1OC(=CN1)C(=O)N(C)OC 2-hydroxy-N-methoxy-N-methyl-1,3-oxazole-5-Formamide